(3-methoxyphenyl)-7-methyl-6-(3-azaspiro[5.5]undec-8-en-9-yl)-7H-pyrrolo[2,3-d]pyrimidin-4-amine COC=1C=C(C=CC1)C=1N=C(C2=C(N1)N(C(=C2)C2=CCC1(CCNCC1)CC2)C)N